ClC=1C(=CC2=C(NC(=N2)OC=2C=CC(=C(C(=O)NCCCCC(=O)O)C2)C)C1)C=1C=C2C=CN(C2=CC1)C 5-(5-((6-chloro-5-(1-methyl-1H-indol-5-yl)-1H-benzo[d]imidazol-2-yl)oxy)-2-methylbenzamido)pentanoic acid